2-hydroxybenzhydrol OC1=C(C(C2=CC=CC=C2)O)C=CC=C1